5-(2,3-difluoro-phenyl)-isoxazole FC1=C(C=CC=C1F)C1=CC=NO1